CC1(OB(OC1(C)C)C1=CC2=CN(N=C2C=C1)C(CO)C)C 2-(5-(4,4,5,5-tetramethyl-1,3,2-dioxaborolan-2-yl)-2H-indazol-2-yl)propan-1-ol